S1C=CC2=C1C1(N(C2)C(=O)O)CC1 spiro[cyclopropane-1,6'-thieno[2,3-c]pyrrole]-5'(4'H)-carboxylic acid